CC1(C(=NC2=CC=CC=C12)CC)C 3,3-dimethyl-2-ethylindole